5-(1-benzyl-1H-pyrazol-4-yl)-4-(isoxazol-3-yl)-1-methylpyridin-2(1H)-one C(C1=CC=CC=C1)N1N=CC(=C1)C=1C(=CC(N(C1)C)=O)C1=NOC=C1